(4-amino-1,3-dihydrofuro[3,4-c][1,7]naphthyridin-8-yl)((2S,6R)-9-(trifluoromethyl)-3,4-dihydro-2H-2,6-methanopyrido[2,3-b][1,5]oxazocin-5(6H)-yl)methanone NC1=NC=2C=NC(=CC2C2=C1COC2)C(=O)N2[C@H]1C3=C(O[C@@H](CC2)C1)N=C(C=C3)C(F)(F)F